ClC=1C=C(C=CC1)C(C(C#N)C(=O)C1=NC2=CC=CC=C2N=C1)O 3-(3-chlorophenyl)-3-hydroxy-2-(quinoxaline-2-carbonyl)propionitrile